ethyl 2-(sec-butyl((2-chloro-5-nitropyrimidin-4-yl)methyl)amino)benzoate C(C)(CC)N(C1=C(C(=O)OCC)C=CC=C1)CC1=NC(=NC=C1[N+](=O)[O-])Cl